BrC1=CC(=C(C(=O)NC2=NC(=CC=C2)OCCC(F)(F)F)C=C1)N1CCC2(CC2)CC1 4-Bromo-2-(6-azaspiro[2.5]octan-6-yl)-N-(6-(3,3,3-trifluoropropoxy)pyridin-2-yl)benzamide